2,5-dichloro-N-(2-(((R)-3-methyl-1-((5R,7S)-5,6,7-trimethyl-4,8-dioxo-1,3,6,2-dioxazaborocan-2-yl)butyl)amino)-2-oxoethyl)benzamide ClC1=C(C(=O)NCC(=O)N[C@@H](CC(C)C)B2OC([C@@H](N([C@@H](C(O2)=O)C)C)C)=O)C=C(C=C1)Cl